CC(C)(C)OC(=O)N[C@@H](CC1=CC=C(C=C1)O)C(=O)O N-(tert-butoxycarbonyl)-L-tyrosine